bis(4',6'-difluorophenyl)iridium FC1=CC=C(C(=C1)F)[Ir]C1=CC=C(C=C1F)F